tert-butyl (3R,4R)-4-{[7-(4-chlorophenyl)imidazo[4,3-f][1,2,4]triazin-2-yl]amino}-3-fluoropiperidine-1-carboxylate ClC1=CC=C(C=C1)C1=NC=C2C=NC(=NN21)N[C@H]2[C@@H](CN(CC2)C(=O)OC(C)(C)C)F